C(C1=CC=CC=C1)OCCOC=1C=CC(=C(C1)C#CC1=C(C=NC=C1)N)F 4-({5-[2-(benzyloxy)ethoxy]-2-fluorophenyl}ethynyl)pyridin-3-amine